ClC1=C(C=CC(=C1)C#N)C=1C=CC(=C2C=CC=NC12)C[C@@H](C(=O)O)NC(C1=C(C=C(C=C1F)N1C[C@H](OCC1)C(F)(F)F)F)=O (S)-3-(8-(2-chloro-4-cyanophenyl)quinolin-5-yl)-2-(2,6-difluoro-4-((S)-2-((trifluoromethyl))morpholino)benzoylamino)propanoic acid